NCCOC1=CC=C(CN(CCCC2=CC=C(N(C)C)C=C2)C)C=C1 4-(3-{[4-(2-Aminoethoxy)benzyl]methylamino}propyl)-N,N-dimethylaniline